3,6-bis(diphenylmethyleneamino)xanthone C1(=CC=CC=C1)C(C1=CC=CC=C1)=NC=1C=CC=2C(C3=CC=C(C=C3OC2C1)N=C(C1=CC=CC=C1)C1=CC=CC=C1)=O